Nα-(L-methionyl)-1-methyl-D-tryptophan N[C@@H](CCSC)C(=O)N[C@H](CC1=CN(C2=CC=CC=C12)C)C(=O)O